4-amino-3-chloro-6-(2,5-difluoro-4-iodophenyl)-5-fluoro-pyridine-2-carboxylic acid methyl ester COC(=O)C1=NC(=C(C(=C1Cl)N)F)C1=C(C=C(C(=C1)F)I)F